6-(4-Amino-4-methylpiperidin-1-yl)-3-(3-bromo-2-chlorophenyl)-1H-pyrazolo[3,4-d]pyrimidine-4-carbonitrile NC1(CCN(CC1)C1=NC(=C2C(=N1)NN=C2C2=C(C(=CC=C2)Br)Cl)C#N)C